C(CC)[Sn](OCCCC)(OCCCC)OCCCC n-propyltris(butoxy)tin